(3-methoxybenzyl)(propargyl)amine COC=1C=C(CNCC#C)C=CC1